CC(CC1=CC=C(C=C1)C=1C(=CC=CC1)C1(C(C=CC=C1F)F)OC(F)(F)F)CCC DL-(±)-4''-(β-methylpentyl)-2,6-difluoro-1-trifluoromethoxyterphenyl